FC1(CCN(CC1)C(=O)C1=CC=2C3C(CN(C2N=C1)C1=CC=C2C(N(C4(C2=C1)CC4)C[2H])=O)C3)F 6'-(6-(4,4-difluoropiperidine-1-carbonyl)-1,1a,2,7b-tetrahydro-3H-cyclopropa[c][1,8]naphthyridin-3-yl)-2'-(deuteromethyl)spiro[cyclopropane-1,1'-isoindolin]-3'-one